S(=O)(=O)(C1=CC=C(C)C=C1)OCCOCCOCCOCCOCCOS(=O)(=O)C1=CC=C(C)C=C1 pentaethylene glycol ditosylate